5,7-di-tert-butyl-2-(2-chlorophenyl)-benzo[d]oxazole C(C)(C)(C)C=1C=C(C2=C(N=C(O2)C2=C(C=CC=C2)Cl)C1)C(C)(C)C